4-(5-(2-fluoro-4-((3-fluoro-5-(1-methyl-1H-tetrazol-5-yl)pyridin-2-yl)oxy)phenyl)-2H-tetrazol-2-yl)butanoic acid hydrochloride Cl.FC1=C(C=CC(=C1)OC1=NC=C(C=C1F)C1=NN=NN1C)C=1N=NN(N1)CCCC(=O)O